ClC1=C(C(=C(C=NO)C=C1C(F)(F)F)F)F chloro-2,3-difluoro-5-trifluoromethylbenzaldehyde oxime